ClC1=[N+](C(=C(C(=C1C1=NOC(=N1)C1=CC(=C(C(=C1)O)O)[N+](=O)[O-])C)Cl)C)[O-] 5-[3-(2,5-dichloro-4,6-dimethyl-1-oxidopyridin-1-ium-3-yl)-1,2,4-oxadiazol-5-yl]-3-nitrobenzene-1,2-diol